OC1(CCN(CC1)C)C1C=C2C(N=CN=C2)=NC1=O 6-(4-hydroxy-1-methylpiperidin-4-yl)pyrido[2,3-d]pyrimidin-7-one